C(C)(CC)N(C(SCC1=CC=CC=C1)=O)C(C)CC S-benzyl di-sec-butylthiocarbamate